benzyloxy-6-methyl-spiro[5,8-dihydropyrido[4,3-d]pyrimidine-7,1'-tetrahydronaphthalene]-2,4-diol C(C1=CC=CC=C1)OC1C2(C3=CC=CC=C3CC1)CC=1N=C(N=C(C1CN2C)O)O